FC1=CC2=C(OC3=C(O2)C=C(C(=C3)C(=O)OC)[N+](=O)[O-])C=C1 Methyl 7-fluoro-3-nitrodibenzo[b,e][1,4]dioxine-2-carboxylate